N-((1S)-1-(5-((5-Chloro-4-fluoro-2,3-dihydro-1H-inden-2-yl)amino)pyridin-2-yl)-2,2,2-trifluoroethyl)-N-methyl-1-(oxetane-3-carbonyl)azetidine-3-carboxamide ClC=1C(=C2CC(CC2=CC1)NC=1C=CC(=NC1)[C@@H](C(F)(F)F)N(C(=O)C1CN(C1)C(=O)C1COC1)C)F